FC1=CC2=C(N(C(N=C2N2[C@H](CNCC2)C)=O)C=2C(=NC=CC2C)C(C)C)N=C1C1=C(C=CC=C1O)F 6-fluoro-7-(2-fluoro-6-hydroxy-phenyl)-1-(2-isopropyl-4-methyl-3-pyridyl)-4-[(2S)-2-methylpiperazin-1-yl]pyrido[2,3-d]pyrimidin-2-one